N-(5-((6-((R)-3-(3-chloro-4-fluorophenyl)isoxazolidine-2-yl)pyrimidine-4-yl)amino)-4-methoxy-2-(4-morpholinopiperidine-1-yl)phenyl)acrylamide ClC=1C=C(C=CC1F)[C@@H]1N(OCC1)C1=CC(=NC=N1)NC=1C(=CC(=C(C1)NC(C=C)=O)N1CCC(CC1)N1CCOCC1)OC